diethyl 2-phenyl-1,2,3-triazole-4,5-dicarboxylate C1(=CC=CC=C1)N1N=C(C(=N1)C(=O)OCC)C(=O)OCC